4-(4-(4-methyl-4H-1,2,4-triazol-3-yl)piperidin-1-yl)-[3,3'-bipyridine]-5-carbonitrile CN1C(=NN=C1)C1CCN(CC1)C1=C(C=NC=C1C#N)C=1C=NC=CC1